CC1=NN(C(C1C(=O)OC1=CC=C(C=C1)[N+](=O)[O-])=O)C1=CC=C(C=C1)C1COC1 4-nitrophenyl 3-methyl-1-(4-(oxetan-3-yl) phenyl)-5-oxo-4,5-dihydro-1H-pyrazole-4-carboxylate